4-(piperidin-4-yl)-2-(trifluoromethyl)quinazoline N1CCC(CC1)C1=NC(=NC2=CC=CC=C12)C(F)(F)F